2-(4-(3-chloronaphthalen-1-yl)phenyl)-4,6-diphenyl-1,3,5-triazine ClC=1C=C(C2=CC=CC=C2C1)C1=CC=C(C=C1)C1=NC(=NC(=N1)C1=CC=CC=C1)C1=CC=CC=C1